tert-butyl (4aR,7aR)-6-[6-oxo-5-(trifluoromethyl)-1-[[2-(trimethylsilyl)ethoxy]methyl]-1,6-dihydropyridazin-4-yl]-octahydro-1H-pyrrolo[3,4-b]pyridine-1-carboxylate O=C1C(=C(C=NN1COCC[Si](C)(C)C)N1C[C@@H]2N(CCC[C@@H]2C1)C(=O)OC(C)(C)C)C(F)(F)F